C(C)(C)(C)C1=CC=C(C=C1)[C@H](C)NC(=O)C1=CC=C2C=C(N(C2=C1)C(C)C)C (S)-N-(1-(4-(tert-butyl)phenyl)ethyl)-1-isopropyl-2-methyl-1H-indole-6-carboxamide